CN1CNSCCC1 4-methyl-1,2,4-thiadiazepan